BrC=1C(=C(OC2CCC(CC2)OCCC=O)C=CC1)C 3-(((1s,4s)-4-(3-bromo-2-methylphenoxy)cyclohexyl)oxy)propanal